5-(2-aminobutyl)-4-methoxy-2-propylbenzonitrile NC(CC=1C(=CC(=C(C#N)C1)CCC)OC)CC